2-((4-(5-bromopyridin-3-yl)-1H-1,2,3-triazol-1-yl)methyl)-6-((4,4-dimethylpiperidin-1-yl)methyl)imidazo[1,2-a]pyridine BrC=1C=C(C=NC1)C=1N=NN(C1)CC=1N=C2N(C=C(C=C2)CN2CCC(CC2)(C)C)C1